2-(((2S,4s,6S)-6-((4-(pyridin-3-yl)pyrimidin-2-yl)amino)spiro[3.3]heptan-2-yl)oxy)nicotinamide N1=CC(=CC=C1)C1=NC(=NC=C1)NC1CC2(CC(C2)OC2=C(C(=O)N)C=CC=N2)C1